CC1=C(C2=CC3=NC(=CC4=C(C(=C([N-]4)C=C5C(=C(C(=N5)C=C1[N-]2)C(C)S)C)C(C)S)C)C(=C3CCC(=O)O)C)CCC(=O)O.[Fe] The molecule is a ferroheme coordination complex bearing 1-sulfanylethyl substituents at the 8- and 13-positions. It has a role as a cofactor. It is a conjugate acid of a ferroheme c(2-).